ClC1=C2C=CNC2=CC(=C1)NC1=CC(=CC(=N1)C#N)NC=1C=C2C(NCC2=CC1)=O 6-[(4-chloro-1H-indol-6-yl)amino]-4-[(3-oxo-2,3-dihydro-1H-isoindol-5-yl)amino]pyridine-2-carbonitrile